NC1=CC(=C(C=C1Cl)C(CCC1CCN(CC1)CCCC)=O)OC 1-(4-Amino-5-chloro-2-methoxyphenyl)-3-(1-butyl-4-piperidinyl)-1-propanone